1-(6-iodobenzofuran-3-yl)dihydropyrimidine-2,4(1H,3H)-dione IC1=CC2=C(C(=CO2)N2C(NC(CC2)=O)=O)C=C1